ClC1=C(C(=CC=C1)OC)CC(=O)NC1=CC(=C(C=C1)N1N=CC(=C1)Cl)S(N)(=O)=O 2-(2-Chloro-6-methoxyphenyl)-N-[4-(4-chloro-1H-pyrazol-1-yl)-3-sulfamoylphenyl]acetamide